FC(C(=O)O)(F)F.CC=1N=C(NC1C)C1=NC=CC(=C1)C=1C=NC=C(C1)C(=O)N1CC(CC1)C#N 1-{[2'-(4,5-Dimethyl-1H-imidazol-2-yl)-3,4'-bipyridin-5-yl]carbonyl}pyrrolidine-3-carbonitrile trifluoroacetate salt